FC(C(=O)OCC)(CCC(=O)OC(C)(C)C)F 5-(tert-butyl) 1-ethyl 2,2-difluoroglutarate